BrC1=CC(=C(C=C1)CC(=O)NC1=C(C=C(C(=O)OC)C=C1)NC[C@H]1OCC1)F methyl (S)-4-(2-(4-bromo-2-fluorophenyl)acetamido)-3-((oxetan-2-ylmethyl)amino)benzoate